CP(OC1=CC=CC=C1)OC1=CC=CC=C1 diphenyl (methylphosphonite)